C1(=CC=C(C=C1)C1=NC(=NC(=C1)C1=CC=C(C=C1)C1=CC=CC=C1)Cl)C1=CC=CC=C1 4,6-bis(biphenyl-4-yl)-2-chloropyrimidine